1-((1,3,3-trimethylbicyclo[2.2.1]heptan-2-yl)oxy)pentan-2-one CC12C(C(C(CC1)C2)(C)C)OCC(CCC)=O